2-(3-Oxa-6-azabicyclo[3.1.1]heptan-6-yl)-N-(2-((3-cyanobicyclo[1.1.1]pentan-1-yl)carbamoyl)-5-fluoro-4-methylphenyl)-6-methoxybenzo[d]thiazole-7-carboxamide C12COCC(N1C=1SC3=C(N1)C=CC(=C3C(=O)NC3=C(C=C(C(=C3)F)C)C(NC31CC(C3)(C1)C#N)=O)OC)C2